CC(C(C(=O)O)=C)C(=O)OCCCCCCCC 3-methyl-2-methylene-4-(octyloxy)-4-oxobutanoic acid